4-bromo-N-(pyridin-2-yl)benzamide C1=CC=NC(=C1)NC(=O)C2=CC=C(C=C2)Br